ClC=1C=CC=C2C(C=C(OC12)C1=C(OCC(=O)N2C[C@H](CC2)C(=O)O)C=C(C=C1)C(F)(F)F)=O (3S)-1-[2-[2-(8-chloro-4-oxo-chromen-2-yl)-5-(trifluoromethyl)phenoxy]acetyl]pyrrolidine-3-carboxylic acid